FC1(C(N(C2=C(O1)C=C(C(=C2)C2=C(C(=C(C(=C2F)F)F)F)F)F)CC2CC(C2)CC(=O)OC)=O)F methyl 2-((1s,3s)-3-((2,2,7-trifluoro-3-oxo-6-(perfluorophenyl)-2,3-dihydro-4H-benzo[b][1,4]oxazin-4-yl)methyl)cyclobutyl)acetate